C(C=C)(=O)N1CC2C3=C(N(N=C3CC1)C1=C(C=C(C=C1)C1C(CC1)(F)F)O)CCN2C(=O)OC(C)(C)C tert-butyl 7-acryloyl-2-(4-(2,2-difluorocyclobutyl)-2-hydroxyphenyl)-2,3,4,5a,6,7,8,9-octahydro-5H-1,2,5,7-tetraazabenzo[cd]azulene-5-carboxylate